OC1=CC=C2C3=C(C(OC2=C1)=O)C=C(C=C3)OC3COCCC3 3-hydroxy-8-((tetrahydro-2H-pyran-3-yl)oxy)-6H-benzo[c]chromen-6-one